2-fluoro-[1,1'-biphenyl] FC1=C(C=CC=C1)C1=CC=CC=C1